tert-butyl (1R,5S,7s)-7-((4-(2-((1-(difluoromethyl)-1H-pyrazol-4-yl)amino)pyrazolo[1,5-a]pyridin-5-yl)-6-methylpyridin-3-yl)oxy)-3-oxa-9-azabicyclo[3.3.1]nonane-9-carboxylate FC(N1N=CC(=C1)NC1=NN2C(C=C(C=C2)C2=C(C=NC(=C2)C)OC2C[C@H]3COC[C@@H](C2)N3C(=O)OC(C)(C)C)=C1)F